(3S)-1-(5-{7-Cyclopropyl-5-[(1R)-1-methyl-1,2,3,4-tetrahydroisoquinoline-2-carbonyl]pyrazolo[1,5-a]pyrimidin-2-yl}-4-fluoropyridin-2-yl)pyrrolidine-3-carboxylic acid C1(CC1)C1=CC(=NC=2N1N=C(C2)C=2C(=CC(=NC2)N2C[C@H](CC2)C(=O)O)F)C(=O)N2[C@@H](C1=CC=CC=C1CC2)C